COC1=CC=C(C=C1)CN 1-(4-methoxyphenyl)methylamine